C(C)(C)(C)OC(=O)N1CC2(C1)CC(C2)C=2SC1=C(N2)C=C(C=C1)Br.NC1=NNC=C1C(=O)NC1CCC(CC1)NC1=CC=CC=2N1C=C(N2)C(F)(F)F 3-amino-N-[4-[[2-(trifluoromethyl)imidazo[1,2-a]pyridin-5-yl]amino]cyclohexyl]-1H-pyrazole-4-carboxamide tert-butyl-6-(5-bromobenzo[d]thiazol-2-yl)-2-azaspiro[3.3]heptane-2-carboxylate